5-(3-Phenoxybenzamido)-4'-(trifluoromethyl)-[1,1'-biphenyl]-3-carboxylic acid O(C1=CC=CC=C1)C=1C=C(C(=O)NC=2C=C(C=C(C2)C2=CC=C(C=C2)C(F)(F)F)C(=O)O)C=CC1